OC(COCCC[Si](O)(O)O)CO (3-(2,3-dihydroxypropoxy)propyl)silanetriol